FC(OC1=CC2=C(N=C(S2)NC(CCCCN)=O)C=C1)(F)F 5-Amino-pentanoic acid (6-trifluoromethoxy-benzothiazol-2-yl)-amide